tert-butyl (R)-2-(3-(3-(3,4-dimethoxyphenyl)-1-hydroxypropyl)phenoxy)acetate COC=1C=C(C=CC1OC)CC[C@@H](O)C=1C=C(OCC(=O)OC(C)(C)C)C=CC1